C(C1=CC=CC=C1)OC1CN(CCC1(O)CNC1=NC=NC(=C1F)N(CC1=CC=C(C=C1)C(F)(F)F)CC)C(=O)OC(C)(C)C Tert-butyl 3-(benzyloxy)-4-(((6-(ethyl (4-(trifluoromethyl) benzyl) amino)-5-fluoropyrimidin-4-yl) amino) methyl)-4-hydroxypiperidine-1-carboxylate